CN1C=CC=2C1=NC(=CC2CC=2C=NC(=CC2)C=2C=NN(C2)C)C(=O)NC2CCOCC2 1-methyl-4-((6-(1-methyl-1H-pyrazol-4-yl)pyridin-3-yl)methyl)-N-(tetrahydro-2H-pyran-4-yl)-1H-pyrrolo[2,3-b]pyridine-6-carboxamide